(rac)-2-((4-(aminomethyl)-5-(tert-butoxycarbonyl)-1-(4-cyclopropylphenyl)-4,5,6,7-tetrahydro-1H-pyrazolo[4,3-c]pyridin-3-yl)oxy)acetic acid NC[C@@H]1N(CCC2=C1C(=NN2C2=CC=C(C=C2)C2CC2)OCC(=O)O)C(=O)OC(C)(C)C |r|